6-methylamino-hex-an-1-one acetate C(C)(=O)O.CNCCCCCC=O